N-(3-(2-hydroxyethyl)oxetan-3-yl)-2-methyl-5-((2-(trifluoromethyl)pyridin-3-yl)methoxy)-benzofuran-3-carboxamide OCCC1(COC1)NC(=O)C1=C(OC2=C1C=C(C=C2)OCC=2C(=NC=CC2)C(F)(F)F)C